3,4-dihydroxyl-phenyl-alanine OC=1C=C(C=CC1O)N[C@@H](C)C(=O)O